NC=1C(=C2C=NN(C2=CC1)C)N1C[C@@H]([C@@H](C1)C)NC(OC(C)(C)C)=O tert-butyl N-[(3R,4R)-1-(5-amino-1-methyl-indazol-4-yl)-4-methyl-pyrrolidin-3-yl]carbamate